2,4,6-trimethoxy-1,3,5-triazine COC1=NC(=NC(=N1)OC)OC